1-((S)-3-(2-(((R)-2-(3-Fluorophenyl)-2-hydroxyethyl)amino)-2-methylpropyl)piperidin-1-yl)-2,2-dimethylpropan-1-one FC=1C=C(C=CC1)[C@H](CNC(C[C@H]1CN(CCC1)C(C(C)(C)C)=O)(C)C)O